N-(2,2,2-trifluoroethyl)azetidine-1-carboxamide FC(CNC(=O)N1CCC1)(F)F